8-((2s,5r)-4-(4-fluoro-2-isopropoxy-benzyl)-2,5-dimethylpiperazin-1-yl)-5-methyl-6-oxo-5,6-dihydro-1,5-naphthyridine-2-carbonitrile FC1=CC(=C(CN2C[C@@H](N(C[C@H]2C)C2=CC(N(C=3C=CC(=NC23)C#N)C)=O)C)C=C1)OC(C)C